4'-((4-acetamidopyridin-2,6-diyl)bis(1H-1,2,3-triazole-4,1-diyl))bis(2-hydroxybenzoic acid) C(C)(=O)NC1=CC(=NC(=C1)C=1N=NN(C1)C=1C(=C(C(=O)O)C=CC1)O)C=1N=NN(C1)C=1C(=C(C(=O)O)C=CC1)O